ClC1=CC2=C(N=N1)C(NC=C2I)=O 3-Chloro-5-iodopyrido[3,4-c]pyridazin-8(7H)-one